OC[C@H](C1=CC=CC=C1)NC1=NC(=NC=C1C=1OC(=NN1)C1=NC=CC=C1)NC1=CC=C2C(=N1)C(N(C2=O)C)(C)C (S)-2-((4-((2-hydroxy-1-phenylethyl)amino)-5-(5-(pyridin-2-yl)-1,3,4-oxadiazol-2-yl)pyrimidin-2-yl)amino)-6,7,7-trimethyl-6,7-dihydro-5H-pyrrolo[3,4-b]pyridin-5-one